C(CCC(=O)O)(=O)O.C[C@@H]1C(=CC2=CC=C(C=C2C1)OCCCC(F)(F)F)CN1CC(C1)C(=O)O.C[C@@H]1C(=CC2=CC=C(C=C2C1)OCCCC(F)(F)F)CN1CC(C1)C(=O)O 1-[[(3S)-3-methyl-6-(4,4,4-trifluorobutoxy)-3,4-dihydronaphthalen-2-yl]methyl]azetidine-3-carboxylic acid hemisuccinate